8-(cyclopropylmethyl)-2,8-diazaspiro[4.5]decan-1-one C1(CC1)CN1CCC2(CCNC2=O)CC1